1-(2,2-difluoroethyl)-N-(6-(thiazol-5-yl)isoquinolin-3-yl)piperidine-4-carboxamide FC(CN1CCC(CC1)C(=O)NC=1N=CC2=CC=C(C=C2C1)C1=CN=CS1)F